1,3-dimethoxy-2-((1R,6R)-3-methyl-6-(prop-1-en-2-yl)cyclohex-2-enyl)-5-pentylbenzene COC1=C(C(=CC(=C1)CCCCC)OC)[C@@H]1C=C(CC[C@H]1C(=C)C)C